9-(2-fluoro-4-(1,4-oxazepan-4-ylcarbonyl)phenyl)-3-methyl-2-(trifluoromethyl)-4H-pyrido[1,2-a]pyrimidin-4-one FC1=C(C=CC(=C1)C(=O)N1CCOCCC1)C1=CC=CN2C1=NC(=C(C2=O)C)C(F)(F)F